C(CCCCCC\C=C\C=C\CCC)=O (E,E)-8,10-Tetradecadienal